7''-oxo-6'',7''-dihydro-3''H-dispiro[azetidine-3,1'-cyclobutane-3',8''-dipyrrolo[2,3-b:3',2'-d]pyridin] O=C1C2(C3=C4C(=NC=C3N1)NC=C4)CC4(C2)CNC4